N1=CC=NC2=C1CC=1C=CC=CC12 indenopyrazin